OC1=CC=C(C=C1)C(C=CC1=CC=C(C=C1)C)=O 1-(4-hydroxyphenyl)-3-(p-tolyl)prop-2-en-1-one